C(C1=CC=C(C(C)C)C=C1)CC(=O)O.C(C)(=O)OC(C1=CC=CC=C1)C(C)C isopropylbenzyl acetate (cuminyl acetate)